Tert-Butyl N-[6-(4-Bromo-3-Ethyl-Pyrazol-1-yl)-3-Pyridyl]Carbamate BrC=1C(=NN(C1)C1=CC=C(C=N1)NC(OC(C)(C)C)=O)CC